BrC1=CC(=C(O[C@H](C(=O)OC)C)C(=C1)F)C(CC)(F)F methyl (S)-2-[4-bromo-2-(1,1-difluoropropyl)-6-fluorophenoxy]propanoate